FC1=CC=2C3=CC=C(C(NS(C=4C(=NC=C(C(OCCOC2C=C1)=O)C4)OC)(=O)=O)=C3)F 4,21-difluoro-16-methoxy-18,18-dioxo-8,11-dioxa-18λ6-thia-15,19-diazatetracyclo[18.3.1.113,17.02,7]pentacosa-1(23),2(7),3,5,13,15,17(25),20(24),21-nonaen-12-one